[N+](#[C-])CCCN1CCOCC1 4-(3-isocyanopropyl)morpholine